N-Methyl-2-methyl-2-oxazolinium triflat [O-]S(=O)(=O)C(F)(F)F.C[N+]1=C(OCC1)C